N6-(((9H-fluoren-9-yl)methoxy)carbonyl)-N2-(2,5,8,11,14,17,20,23,26,29,32,35-dodecaoxaoctatriacontan-38-oyl)-D-lysine C1=CC=CC=2C3=CC=CC=C3C(C12)COC(=O)NCCCC[C@@H](NC(CCOCCOCCOCCOCCOCCOCCOCCOCCOCCOCCOCCOC)=O)C(=O)O